ClC1=CC(=CC=2NC3=CC(=CC=C3C(C12)(C)C)COCC)Cl 1,3-Dichloro-6-(ethoxymethyl)-9,9-dimethyl-9,10-dihydroacridine